CN(C1=CC=C(C=CC=O)C=C1)C 4-dimethylamino-cinnamaldehyde